N-(3-cyclobutoxy-phenyl)-2-cyclopropyl-4-[(pyridin-2-yl)methoxy]aniline C1(CCC1)OC=1C=C(C=CC1)NC1=C(C=C(C=C1)OCC1=NC=CC=C1)C1CC1